ClC=1C=C(C=CC1F)N1CCO[C@H](CCNC(C2=NC3=C1C=CN=C3C=C2)=O)C (5S)-1-(3-chloro-4-fluorophenyl)-5-methyl-2,3,5,6,7,8-hexahydro-10,12-ethenopyrido[4,3-e][1,4,7,10]oxatriazacyclotridecin-9(1H)-one